1-azido-16-methyl-14,17-dioxo-3,6,9,12,15-pentaoxa-16-azahenicosan-21-oic acid N(=[N+]=[N-])CCOCCOCCOCCOCC(ON(C(CCCC(=O)O)=O)C)=O